6-(Phenylmethoxy)-8-fluoro-7-[(2-methoxy-2-oxoethyl)(trifluoroacetyl)amino]-4-oxo-3,4-dihydroisoquinoline-2(1H)-carboxylic acid tert-butyl ester C(C)(C)(C)OC(=O)N1CC2=C(C(=C(C=C2C(C1)=O)OCC1=CC=CC=C1)N(C(C(F)(F)F)=O)CC(=O)OC)F